O[C@@H](C#N)CC1=CC=CC2=CC=CC=C12 |r| (+/-)-2-hydroxy-3-(naphthalen-1-yl)propanenitrile